C(C)(C)(C)OC(=O)N1CCN(CC1)C1=C(C(=CC=C1)Cl)C=O 4-(3-chloro-2-formylphenyl)piperazine-1-carboxylic acid tert-butyl ester